Hydroxy(thiazol-5-yl-phenoxy)-1H-indole-4-carboxylic acid OC=1N(C=2C=CC=C(C2C1)C(=O)O)OC1=C(C=CC=C1)C1=CN=CS1